FC1=C(N)C(=CC(=C1)F)C=C 2,4-difluoro-6-vinylaniline